tert-Butyl 3-(3-isopropyl-4-oxo-7-(1-(tetrahydro-2H-pyran-2-yl)-1H-pyrazol-4-yl)-3,4-dihydroimidazo[2,1-f][1,2,4]triazin-2-yl)-1H-indole-1-carboxylate C(C)(C)N1C(=NN2C(C1=O)=NC=C2C=2C=NN(C2)C2OCCCC2)C2=CN(C1=CC=CC=C21)C(=O)OC(C)(C)C